(E)-1-(1,3-Dithian-2-yl)-2-(6-methoxynaphthalen-2-yl)-3-(1-methyl-1H-indol-3-yl)prop-2-en-1-one S1C(SCCC1)C(\C(=C\C1=CN(C2=CC=CC=C12)C)\C1=CC2=CC=C(C=C2C=C1)OC)=O